methyl-acrylic acid dodecafluoroheptyl ester FC(C(C(C(C(F)(F)OC(C(=C)C)=O)(F)F)(F)F)(F)F)CC(F)(F)F